3-(7-((5-((4'-chloro-5,5-dimethyl-3,4,5,6-tetrahydro-[1,1'-biphenyl]-2-yl)methyl)-2,5-diazabicyclo[2.2.2]octane-2-yl)methyl)-1-oxoisoindolin-2-yl)piperidine ClC1=CC=C(C=C1)C1=C(CCC(C1)(C)C)CN1C2CN(C(C1)CC2)CC=2C=CC=C1CN(C(C21)=O)C2CNCCC2